CN(C(=O)C1=CC2=C(N=C(N=C2)NC2=CC=C(C=N2)N2CCC(CC2)N(C)C)N1C1CCCC1)C 7-Cyclopentyl-2-(4-dimethylamino-3,4,5,6-tetrahydro-2H-[1,3']bipyridinyl-6'-ylamino)-7H-pyrrolo[2,3-d]pyrimidine-6-carboxylic acid dimethylamide